2-[(2S)-2-aminopropyl]-5-chloro-7-([(furan-2-yl)methyl]amino)thieno[3,2-b]pyridine-3-carbonitrile formate C(=O)O.N[C@H](CC1=C(C2=NC(=CC(=C2S1)NCC=1OC=CC1)Cl)C#N)C